4-{[(1R)-1-(4-Chlorophenyl)-7-fluoro-5-[(1S)-1-hydroxy-1-(1-methylpiperidin-4-yl)propyl]-3-oxo-1-[cis-3-hydroxycyclobutoxy]-2,3-dihydro-1H-isoindol-2-yl]methyl}benzonitril ClC1=CC=C(C=C1)[C@@]1(N(C(C2=CC(=CC(=C12)F)[C@](CC)(C1CCN(CC1)C)O)=O)CC1=CC=C(C#N)C=C1)O[C@@H]1C[C@@H](C1)O